methyliminobis(propyl)amine CN=CCCNCCC